N-(4-fluorobenzoyl)piperazine-1-carboxamide hydrochloride Cl.FC1=CC=C(C(=O)NC(=O)N2CCNCC2)C=C1